3-bromo-2-fluoro-4-methylbenzaldehyde oxime BrC=1C(=C(C=NO)C=CC1C)F